hydroxyl-guanidine phosphoramidite P(O)(O)N.ONC(=N)N